ClC1=CC=C(C=C1)C1=N[C@H](C=2N(C3=C1C=C(C=C3)OC)C(=NN2)C)CC(=O)OC methyl 2-((4S)-6-(4-chlorophenyl)-8-methoxy-1-methyl-4H-benzo[f][1,2,4]triazolo[4,3-a][1,4]diazepin-4-yl)acetate